(R)-3-hydroxybutyl 3-hydroxybutyrate OC(CC(=O)OCC[C@@H](C)O)C